2-(4-hydroxy-3-methoxyphenyl)-1,3-thiazolidine OC1=C(C=C(C=C1)C1SCCN1)OC